FC(=C)Br Monofluorobromoethylene